O=C(COC(NC=1C=C2C=C(N=CC2=C(C1)Cl)N(CC1=CC=C(C=C1)OC)CC1=CC=C(C=C1)OC)=O)C 3-(bis(4-methoxybenzyl)amino)-8-chloroisoquinolin-6-ylcarbamic acid 2-oxopropyl ester